FC1=CC(=C(C(=O)NC)C=C1OC)C 4-fluoro-5-methoxy-N,2-dimethylbenzamide